(S)-4-(1-(2,6-dioxo-1-(4-trifluoromethylphenyl)-1,2,3,6-tetrahydropyrimidin-4-yl)aminoethyl)benzonitrile O=C1N(C(C=C(N1)N[C@@H](C)C1=CC=C(C#N)C=C1)=O)C1=CC=C(C=C1)C(F)(F)F